C1(CC1)C=1C=NN(C1CO[C@H]1[C@@H]2CN([C@H](C1)C2)C2=CC=C(C(=O)NS(=O)(=O)CC1COCC1)C=C2)C2=C(C=CC=C2Cl)Cl 4-((1S,4S,5R)-5-((4-Cyclopropyl-1-(2,6-dichlorophenyl)-1H-pyrazol-5-yl)methoxy)-2-azabicyclo[2.2.1]heptan-2-yl)-N-(((tetrahydrofuran-3-yl)methyl)sulfonyl)benzamid